C(C)(=O)OCCCCCCCCCC\C=C\CC (11E)-11-tetradecen-1-ol acetate